N[C@@H]1CN(CC1)C1=C(C=NC(=C1C1=CC(=CC(=C1)F)F)C(F)(F)F)C(=O)NC12CC(C1)(C2)F 4-[(3S)-3-aminopyrrolidin-1-yl]-5-(3,5-difluorophenyl)-N-{3-fluorobicyclo[1.1.1]pentan-1-yl}-6-(trifluoromethyl)pyridine-3-carboxamide